para-aminobenzamide 2-((3-hydroxy-5-methyl-1-(4-methylpentyl)-2-oxoindolin-3-yl)methyl)-5-methoxyphenyl-2-methoxyacetate OC1(C(N(C2=CC=C(C=C12)C)CCCC(C)C)=O)CC1=C(C=C(C=C1)OC)C(C(=O)O)OC.NC1=CC=C(C(=O)N)C=C1